C(C)C1(C=CC=C1)[Zn]C1(C=CC=C1)CC bis(ethylcyclopentadienyl)zinc